(3R)-4-amino-3-methyl-N-((1S)-spiro[2.4]heptan-1-yl)-N-((5-(trifluoromethyl)-2-pyridinyl)methyl)-1,3-dihydrofuro[3,4-c]quinoline-8-carboxamide NC1=NC=2C=CC(=CC2C2=C1[C@H](OC2)C)C(=O)N(CC2=NC=C(C=C2)C(F)(F)F)[C@H]2CC21CCCC1